1-((1-(naphthalen-1-ylmethyl)-1H-1,2,3-triazol-4-yl)methyl)-1H-tetrazole C1(=CC=CC2=CC=CC=C12)CN1N=NC(=C1)CN1N=NN=C1